Cl.Cl.CC1(N(CCC(C1)N1CCN(CC1)C)C(=O)NCCCCC1=CC=CC=C1)C 2,2-dimethyl-4-(4-methylpiperazin-1-yl)-N-(4-phenylbutyl)piperidine-1-carboxamide dihydrochloride